6-[5-[(6-methylpyridazin-3-yl)amino]benzimidazol-1-yl]-2-pyridyl-5-methyl-pyrazole-3-carbonitrile CC1=CC=C(N=N1)NC1=CC2=C(N(C=N2)C2=CC=CC(=N2)C=2C(=NNC2C)C#N)C=C1